FC(C=1C=C(C=C(C1)C(F)(F)F)C=1C(=CC=C2CCC3(C12)CCC1=CC=C(C(=C13)C1=CC(=CC(=C1)C(F)(F)F)C(F)(F)F)C1=CC(=C(C(=C1)F)F)F)C1=CC(=C(C(=C1)F)F)F)(F)F (R)-7,7'-bis(3,5-bis(trifluoromethyl)phenyl)-6,6'-bis(3,4,5-trifluorophenyl)-1,1'-spirobiindan